6-((2R,3S)-2-amino-3-fluorobutyl)-7-bromo-2-chloro-N-((3-fluoropyridin-4-yl)methyl)pyrrolo[2,1-f][1,2,4]triazin-4-amine N[C@H](CC=1C=C2C(=NC(=NN2C1Br)Cl)NCC1=C(C=NC=C1)F)[C@H](C)F